dimethyl-2,2'-azobis-(2-methylpropionate) COC(C(C)(C)N=NC(C(=O)OC)(C)C)=O